2,6-di-tertiary butyl-p-ethyl-phenol C(C)(C)(C)C1=C(C(=CC(=C1)CC)C(C)(C)C)O